FC=1C=C2C=C(NC2=CC1)C(=O)C=1NC2=CC=CC=C2C1 (5-fluoro-1H-indol-2-yl)-(1H-indol-2-yl)methanone